C(=O)(OC(C)(C)C)N1N(CC=C1)C(=O)OC(C)(C)C N,N'-di-Boc-1H-pyrazole